BrC(=C[C@@H]1[C@H](CCC1)OC)Br (1R,2S)-1-(2,2-dibromovinyl)-2-methoxycyclopentane